N-(3-cyano-4-methyl-1H-indol-7-yl)-1-[1-(fluoromethyl)vinyl]pyrazole-4-sulfonamide C(#N)C1=CNC2=C(C=CC(=C12)C)NS(=O)(=O)C=1C=NN(C1)C(=C)CF